ClC=1C(=NC(=NC1)F)NC1=CC2=C(N(C(N2CCC2(CCC2)O)=O)C)C=C1 5-[(5-chloro-2-fluoro-pyrimidin-4-yl)amino]-3-[2-(1-hydroxycyclobutyl)ethyl]-1-methyl-benzimidazol-2-one